Heptane-1,7-diol C(CCCCCCO)O